The molecule is a rhodamine 6G compound having a carboxy substituent in the 6-position. It has a role as a fluorochrome. It is an organic chloride salt, a xanthene dye, a dicarboxylic acid monoester and an ethyl ester. It derives from a rhodamine 6G. CCNC1=CC2=C(C=C1C)C(=C3C=C(C(=[NH+]CC)C=C3O2)C)C4=C(C=CC(=C4)C(=O)O)C(=O)OCC.[Cl-]